C(C)(C)(C)NS(=O)(=O)C1=CC(=CC=C1)NC1=NC(=NC=C1C)NC1=CC=C(C=C1)OCCN1CCN(CC1)CC1=C(C=NC=C1)N1C(NC(CC1)=O)=O N-(tert-butyl)-3-((2-((4-(2-(4-((3-(2,4-dioxotetrahydropyrimidin-1(2H)-yl)pyridin-4-yl)methyl)piperazin-1-yl)ethoxy)phenyl)amino)-5-methylpyrimidin-4-yl)amino)benzenesulfonamide